(R)-2-[[[2-(4-nitrophenyl)ethyl]amino]methyl]benzyl alcohol [N+](=O)([O-])C1=CC=C(C=C1)CCNCC1=C(CO)C=CC=C1